C(CCCCCCCCCCC)B(O)O 1-dodecylboronic acid